trans-N1,N1-dimethyl-N3-(5-(2-methyl-1-(tetrahydro-2H-pyran-4-yl)-1H-imidazo[4,5-b]pyridin-6-yl)pyrrolo[2,1-f][1,2,4]triazin-2-yl)cyclobutane-1,3-diamine CN([C@@H]1C[C@H](C1)NC1=NN2C(C=N1)=C(C=C2)C=2C=C1C(=NC2)N=C(N1C1CCOCC1)C)C